3,3-difluoro-1-(5-((R)-1-phenyl-2,3-dihydro-1H-benzo[d]pyrrolo[1,2-a]imidazol-7-yl)pyrimidin-2-yl)piperidin-4-ol FC1(CN(CCC1O)C1=NC=C(C=N1)C1=CC2=C(N=C3N2[C@H](CC3)C3=CC=CC=C3)C=C1)F